(3aR,4aR,5R,6S,7S,8aR,8bS)-benzoic acid C(C1=CC=CC=C1)(=O)O